C(CCCCC(C)C)[O-] isooctanolAt